6-(4-Fluorophenyl)-8-[(4-methylmorpholin-2-yl)methoxy]-N-[(6-methylpyridazin-3-yl)methyl]quinazolin-4-amine FC1=CC=C(C=C1)C=1C=C2C(=NC=NC2=C(C1)OCC1CN(CCO1)C)NCC=1N=NC(=CC1)C